[U].[Si].[Ca] calcium silicon uranium